2,2'-Methylenbis(4,6-di-tert-butyl-phenol) C(C1=C(C(=CC(=C1)C(C)(C)C)C(C)(C)C)O)C1=C(C(=CC(=C1)C(C)(C)C)C(C)(C)C)O